FC=1C=C2C=CN3C2=C(C2=CCCN([C@H]2C3)C)C1 |r| Racemic-2-fluoro-8-methyl-7a,8,9,10-tetrahydro-7H-indolo[7,1-fg][1,7]naphthyridine